N-acryloylglycinamide C(C=C)(=O)NC(CN)=O